nickel fluorooxide FOF.[Ni]